C1=CN(C(=O)NC1=O)[C@H]2[C@H]([C@@H]([C@H](O2)COP(=O)(O)O)O)O 1-β-D-Arabinofuranosyluracil 5'-monophosphate